C1=CC=C2C(=C1)C3=CC=CC=C3C2(C4=CC=C(C=C4)O)C5=CC=C(C=C5)O 9,9'-bis(4-hydroxyphenyl)fluorene